CC1=C(OC2=C(C1=O)C=C(C=C2[C@@H](C)NC=2C(=NC=CC2)C2=NOC(N2)=S)C)C2=CC=CC=C2 3,6-dimethyl-2-phenyl-8-[(1R)-1-[[2-(5-thioxo-4H-1,2,4-oxadiazol-3-yl)-3-pyridinyl]amino]ethyl]benzopyran-4-one